N-[6-(2,4-dihydro-3,1-benzoxathiin-2-yl)-2-hydroxy-3-methoxyphenyl]-4-nitrobenzamide S1C(OCC2=C1C=CC=C2)C2=CC=C(C(=C2NC(C2=CC=C(C=C2)[N+](=O)[O-])=O)O)OC